nonafluorohexyldimethyl-Chlorosilane FC(C(C(F)(F)[Si](Cl)(C)C)(F)F)(CCC(F)(F)F)F